2-((2-hydroxy-3-oxo-3-(3-(trifluoromethyl)-8,9-dihydropyrido[3',2':4,5]imidazo[1,2-a]pyrazin-7(6H)-yl)propoxy)methyl)azetidin OC(COCC1NCC1)C(N1CC=2N(CC1)C1=C(N2)C=C(C=N1)C(F)(F)F)=O